FC=1C=C2CN(C3(C2=CC1OC)CCC1(CC3)NC(NC1=O)=O)C[C@H](CO)C (1'S,1''s)-5''-fluoro-2''-[(2R)-3-hydroxy-2-methylpropyl]-6''-methoxy-2'',3''-dihydrodispiro[imidazolidine-4,1'-cyclohexane-4',1''-isoindole]-2,5-dione